C(C=C)N(C1=CC=CC=C1)CC=C N,N-diallyl-benzeneamine